3-chloro-4-fluorobenzenesulfonyl chloride ClC=1C=C(C=CC1F)S(=O)(=O)Cl